CC1=NSC(=N1)CNC(=O)C1=CC2=CC=CC(=C2C=C1)C1=CC=C(C=C1)C(F)(F)F N-((3-methyl-1,2,4-thiadiazol-5-yl)methyl)-5-(4-(trifluoromethyl)phenyl)-2-naphthamide